4-(2,6-difluorobenzyl)-2-(3-fluoro-4-((2-(2-hydroxy-2-methylpropyl)-4-methylthiazol-5-yl)oxy)phenyl)-2,4-dihydro-3H-1,2,4-triazol-3-one FC1=C(CN2C(N(N=C2)C2=CC(=C(C=C2)OC2=C(N=C(S2)CC(C)(C)O)C)F)=O)C(=CC=C1)F